COC1=C2CCN(CC2=CC(=C1)B1OC(C(O1)(C)C)(C)C)C 5-methoxy-2-methyl-7-(4,4,5,5-tetramethyl-1,3,2-dioxaborolan-2-yl)-1,2,3,4-tetrahydroisoquinoline